N[C@@H](CCCCN)C(=O)NCCOCCOCCOCCNC(OC(C)(C)C)=O tert-butyl [2-(2-{2-[2-(L-lysylamino)ethoxy]ethoxy}ethoxy)ethyl]carbamate